O1C(CCCC1)OCCCCCCOC1=CC=C(C(=O)OC2=CC=C(C(=O)O)C=C2)C=C1 4-((4-((6-((tetrahydro-2H-pyran-2-yl)oxy)hexyl)oxy)benzoyl)oxy)benzoic acid